O1CC=C(C2=CC=CC=C12)O[Si](C)(C)C 2H-Chromen-4-Yloxy(Trimethyl)Silane